N-(2-ethoxyethyl)-4-(5,6,7,8-tetrahydro-1,8-naphthyridin-2-yl)butanamide C(C)OCCNC(CCCC1=NC=2NCCCC2C=C1)=O